5-chloro-N-(3,4-dihydroxy-9,10-dioxo-9,10-dihydroanthracen-2-yl)thiophene-2-sulfonamide ClC1=CC=C(S1)S(=O)(=O)NC1=CC=2C(C3=CC=CC=C3C(C2C(=C1O)O)=O)=O